O[C@@H]1[C@@H](CS(C1)(=O)=O)NC(=O)C=1C(N(N=C(C1)C1=CC=C(C=C1)C(F)(F)F)C=1C=NC=CC1)=O N-[(3S,4R)-4-hydroxy-1,1-dioxidotetrahydrothiophen-3-yl]-3-oxo-2-(pyridin-3-yl)-6-[4-(trifluoromethyl)phenyl]-2,3-dihydropyridazine-4-carboxamide